2-oxoethyl-4-(2-hydroxyethyl)piperazine O=CCN1CCN(CC1)CCO